1,3-bis(di-t-butylphosphinomethyl)benzene C(C)(C)(C)P(C(C)(C)C)CC1=CC(=CC=C1)CP(C(C)(C)C)C(C)(C)C